C(C)OC(C(=O)C1CSC2=C(C=CC=C2C1=O)C(F)(F)F)=O 2-(8-(Trifluoromethyl)-4-oxothiochroman-3-yl)-2-oxoacetic acid ethyl ester